2-((5-fluoropyridin-3-yl)methyl)pyridazine-3(2H)-one FC=1C=C(C=NC1)CN1N=CC=CC1=O